tri-methyl-furan tert-butyl-2-cyano-4,6,7,8-tetrahydropyrazolo[1,5-a][1,4]diazepine-5-carboxylate C(C)(C)(C)OC(=O)N1CC=2N(CCC1)N=C(C2)C#N.CC=2C(=C(OC2)C)C